(5-bromo-2-(2-bromoacetyl)-2,3-dihydro-1H-inden-2-yl)carbamic acid tert-butyl ester C(C)(C)(C)OC(NC1(CC2=CC=C(C=C2C1)Br)C(CBr)=O)=O